ClC=1C=C2C(NC(=NC2=C(C1C1=CC(=CC2=CC=CC=C12)O)F)OC[C@H]1N(CCC1)C)=O 6-chloro-8-fluoro-7-(3-hydroxynaphthalen-1-yl)-2-(((S)-1-methylpyrrolidin-2-yl)methoxy)quinazolin-4(3H)-one